[Br-].[Br-].C(CCCC)N(C1=CC=C(C=CC2=CC=[NH+]C=C2)C=C1)CCCCC.C(CCCC)N(CCCCC)C1=CC=C(C=CC2=CC=[NH+]C=C2)C=C1 4-(4-(dipentylamino)styryl)pyridinium dibromide